4-(difluoromethoxy)-3-fluoro-5-[(Z)-1-fluoro-2-(5-methoxypyridin-3-yl)vinyl]benzoic acid FC(OC1=C(C=C(C(=O)O)C=C1/C(=C/C=1C=NC=C(C1)OC)/F)F)F